FC(C(C)(C)O)(F)C=1C(=C(C=CC1)[C@@H](C)NC=1C2=C(N=C(N1)C)N=CC(=C2)N2C[C@@H](CC2)NC(C)=O)F N-{(3R)-1-[4-({(1R)-1-[3-(1,1-difluoro-2-hydroxy-2-methylpropyl)-2-fluorophenyl]ethyl}amino)-2-methylpyrido[2,3-d]pyrimidin-6-yl]pyrrolidin-3-yl}acetamide